Butyl-(R)-2-methyl-3-oxoazetidine-1-carboxylate C(CCC)OC(=O)N1[C@@H](C(C1)=O)C